NCP(C)(C1=CC=CC=C1)=O aminophenyl-dimethyl-phosphine oxide